(3S)-3-[(2S)-butan-2-yl]-1,3,4,5-tetrahydro-2H-1,4-benzodiazepine-2-one C[C@@H](CC)[C@H]1C(NC2=C(CN1)C=CC=C2)=O